NC1=CC(=NC=N1)NC1=C2C(=NC(=C1)N(C=1C(=CC(=NC1)C#N)C)C)N(C=N2)C 5-{[7-(6-Amino-pyrimidin-4-ylamino)-3-methyl-3H-imidazo[4,5-b]pyridin-5-yl]-methyl-amino}-4-methyl-pyridine-2-carbonitrile